N[C@H](C(=O)O)CC=1C(=NC=C(C1)Cl)C (S)-2-amino-3-(5-chloro-2-methylpyridin-3-yl)propanoic acid